(R)-1-(6-((6-(bis(tert-butoxycarbonyl)amino)-9H-purin-9-yl)methyl)-5-bromo-4-fluoro-2,3-dihydrobenzofuran-7-yl)-3-((tert-butoxycarbonyl)amino)pyrrolidine-3-carboxylic acid C(C)(C)(C)OC(=O)N(C1=C2N=CN(C2=NC=N1)CC1=C(C2=C(CCO2)C(=C1Br)F)N1C[C@](CC1)(C(=O)O)NC(=O)OC(C)(C)C)C(=O)OC(C)(C)C